4-ethoxy-2,3-difluorobenzene C(C)OC1=C(C(=CC=C1)F)F